C(C)(C)[C@@]1(CNC(C=2N1N=C(C2)N2[C@@H](COCC2)C)=O)C (7R)-7-isopropyl-7-methyl-2-[(3R)-3-methylmorpholin-4-yl]-5,6-dihydropyrazolo[1,5-a]pyrazin-4-one